6-fluoro-N-((3S,4R)-3-fluoro-1-methylpiperidin-4-yl)-4-methoxy-5-(1-(2,2,2-trifluoroethyl)-1H-benzo[d][1,2,3]triazol-6-yl)pyrrolo[2,1-f][1,2,4]triazin-2-amine FC=1C(=C2C(=NC(=NN2C1)N[C@H]1[C@H](CN(CC1)C)F)OC)C=1C=CC2=C(N(N=N2)CC(F)(F)F)C1